3-(((((9H-fluoren-9-yl)methoxy)carbonyl)(4-amino-3-methoxybenzyl)amino)phenyl)piperidine-1-carboxylate C1=CC=CC=2C3=CC=CC=C3C(C12)COC(=O)N(CC1=CC(=C(C=C1)N)OC)C1=C(C=CC=C1)C1CN(CCC1)C(=O)[O-]